BrC=1C2=CN(N=C2C(=C(C1)O)C(=O)NC=1C=C(C=2N(C1)C=C(N2)C)F)C 4-bromo-N-(8-fluoro-2-methyl-imidazo[1,2-a]pyridin-6-yl)-6-hydroxy-2-methyl-indazole-7-carboxamide